(R)-4-hydroxy-4-isopropyl-8-(pyridin-4-yl)-1,3,4,5-tetrahydro-6H-pyrano[4,3-b]thieno[3,2-d]pyridin-6-one O[C@]1(COCC2=C1NC(C1=C2C=C(S1)C1=CC=NC=C1)=O)C(C)C